ClC=1C=C(C(=NC1)CC)N[C@H](C)C1=CC=C(S1)C(=O)N[C@H](C(=O)NC1CC1)CC1CCCC1 (2S)-2-({5-[(1R)-1-[(5-chloro-2-ethylpyridin-3-yl)amino]ethyl]thiophen-2-yl}formamido)-3-cyclopentyl-N-cyclopropylpropanamide